(S)-2-(5-((3-(cyclopropylmethyl)-2,4,5-trioxoimidazolidin-1-yl)methyl)-1,2,4-oxadiazol-3-yl)-N-(2-methoxyphenyl)-N-((tetrahydrofuran-2-yl)methyl)acetamide C1(CC1)CN1C(N(C(C1=O)=O)CC1=NC(=NO1)CC(=O)N(C[C@H]1OCCC1)C1=C(C=CC=C1)OC)=O